(S)-N-cyclobutyl-5-(4-(4-fluoropyrazolo[1,5-a]pyridin-2-yl)-1,4,6,7-tetrahydro-5H-imidazo[4,5-c]pyridin-5-yl)pyrazine-2-carboxamide C1(CCC1)NC(=O)C1=NC=C(N=C1)N1[C@@H](C2=C(CC1)NC=N2)C2=NN1C(C(=CC=C1)F)=C2